(Z)-N'-(3-(3-(3-(Pentafluorosulfaneyl)-5-(trifluoromethyl)phenyl)-1H-1,2,4-triazol-1-yl)acryloyl)cyclopentanecarbohydrazide FS(C=1C=C(C=C(C1)C(F)(F)F)C1=NN(C=N1)\C=C/C(=O)NNC(=O)C1CCCC1)(F)(F)(F)F